Cl.N[C@@H]1CN(CCC1)C1=CC(=NC=C1C=1C=NN(C1)CCOC)NC1=NC(=NC=C1)C1=C(C=CC=C1OC)F (S)-N-(4-(3-aminopiperidin-1-yl)-5-(1-(2-methoxyethyl)-1H-pyrazol-4-yl)pyridin-2-yl)-2-(2-fluoro-6-methoxyphenyl)pyrimidin-4-amine hydrochloride